1-(3-Chloropyrazin-2-yl)ethan-1-one 3,7-dimethyl-6-octenyl-[4-(2-methyl-1,3-dioxolan-2-yl)phenyl]oxoacetate CC(CCC1=C(C=CC(=C1)C1(OCCO1)C)C(C(=O)O)=O)CCC=C(C)C.ClC=1C(=NC=CN1)C(C)=O